4-(6-chloro-5-methyl-1H-indazol-4-yl)-2-(2-(2-propenoyl)-2,6-diazaspiro[3.4]octan-6-yl)-3-quinolinecarbonitrile ClC1=C(C(=C2C=NNC2=C1)C1=C(C(=NC2=CC=CC=C12)N1CC2(CN(C2)C(C=C)=O)CC1)C#N)C